N1=CN=CC2=C1N=C(C2)C#N pyrrolo[2,3-d]pyrimidin-6-carbonitrile